3,6-Dio-tolyl-9H-carbazole C1(=C(C=CC=C1)C=1C=CC=2NC3=CC=C(C=C3C2C1)C1=C(C=CC=C1)C)C